1,3-bis(1-butyltriazol-3-yl)benzene diiodide [I-].[I-].C(CCC)N1NN(C=C1)C1=CC(=CC=C1)N1NN(C=C1)CCCC